C(C)[N+](CCCCCCCCCCCCCC[N+](CC)(CC)CC)(CC)CC tetradecamethylenebis(triethylammonium)